CSC1=NC(=CC(=C1)C(CCN(C)C)=O)SC 1-(2,6-bis(methylthio)pyridin-4-yl)-3-(dimethylamino)propan-1-one